C(C1=CC=CC=C1)N1/C(/SCC1)=N/C=O (Z)-N-(3-Benzylthiazolidin-2-ylidene)formamide